C(C)OC(=O)C1=CN=C(O1)NC1=NC=CC(=C1)OC=1C(=NN(C1)C1CC1)C1CCOCC1 2-((4-((1-cyclopropyl-3-(tetrahydro-2H-pyran-4-yl)-1H-pyrazol-4-yl)oxy)pyridin-2-yl)amino)oxazole-5-carboxylic acid ethyl ester